ClC1=CC2=C(NC(=N2)C(=O)N[C@@H](CC(C)C)C(NN(C([C@@H](F)Cl)=O)CCC(=O)N)=O)C=C1 |r| 5-chloro-N-[rac-(1S)-1-[[(3-amino-3-oxo-propyl)-[rac-(2S)-2-chloro-2-fluoro-acetyl]amino]carbamoyl]-3-methyl-butyl]-1H-benzimidazole-2-carboxamide